ClC1=C(C=C(OCC(=O)N[C@H]2CC[C@@H](N(C2)C(=O)OC(C)(C)C)C(NCC2=NN(C(=C2)C(F)(F)F)C)=O)C=C1)F tert-butyl (2R,5S)-5-[2-(4-chloro-3-fluorophenoxy)acetamido]-2-({[1-methyl-5-(trifluoromethyl)-1H-pyrazol-3-yl]methyl}carbamoyl)piperidine-1-carboxylate